1-(4-{5-amino-6-[1-(2,6-dichloro-3-fluoro-phenyl)-ethoxy]-pyrazin-2-yl}-phenyl)-3-(2-hydroxy-ethyl)-urea NC=1N=CC(=NC1OC(C)C1=C(C(=CC=C1Cl)F)Cl)C1=CC=C(C=C1)NC(=O)NCCO